2-(5-fluoro-2-hydroxyphenyl)-4,5-dimethylimidazole FC=1C=CC(=C(C1)C=1NC(=C(N1)C)C)O